bipyridyl iodonium salt [IH2+].N1=C(C=CC=C1)C1=NC=CC=C1